C(N)(=O)NC(OC(C)(C)C)=O tert-butyl carbamoylcarbamate